C(C1=CC=CC=C1)SC1=CC(=NC2=CC(=CC=C12)Cl)NC 4-benzylmercapto-7-chloro-N-methyl-quinolin-2-amine